C(CCCCCCCCC(CC)O)O 1,10-dodecanediol